2-amino-5-fluorobenzene-1-sulfonamide NC1=C(C=C(C=C1)F)S(=O)(=O)N